hydroxymethyldithiocarboxylic acid OCC(=S)S